3-bromo-2-methylaniline BrC=1C(=C(N)C=CC1)C